C(C1=CC=CC=C1)(=O)C1=CC=C(C=C1)NC(=O)NC1=NC(=CC(=N1)Cl)C 1-(4-benzoylphenyl)-3-(4-chloro-6-methylpyrimidin-2-yl)urea